CC1=C(C=CC=C1C)N1CCN(CC1)C(CN1N=C(C2=C1CCC2)C(=O)N2C[C@H]1COCCN1CC2)=O 1-[4-(2,3-Dimethylphenyl)piperazin-1-yl]-2-{3-[(9aS)-hexahydropyrazino[2,1-c][1,4]oxazin-8(1H)-carbonyl]-5,6-dihydrocyclopenta[c]pyrazol-1(4H)-yl}ethan-1-on